C(C)(C)(C)OC(=O)N1C2=C(C(=C1)CC(=O)N(C)OC)SC=C2 6-(2-(methoxy(methyl)amino)-2-oxoethyl)-4H-thieno[3,2-b]pyrrole-4-carboxylic acid tert-butyl ester